piperidinocyclohexan-5-ene N1(CCCCC1)C1CCCC=C1